O1CC(C1)COC(=O)C1O[C@]([C@H]([C@H]1C1=C(C(=C(C=C1)F)F)OCC1COC1)C)(C(F)(F)F)C (3S,4S,5R)-3-[3,4-difluoro-2-(oxetan-3-ylmethoxy)phenyl]-4,5-dimethyl-5-(trifluoromethyl)tetrahydrofuran-2-carboxylic acid oxetan-3-ylmethyl ester